FC=1C(=C(C2=C(N=NO2)C1C=1SC(=CC1)[Sn](C)(C)C)C=1SC(=CC1)[Sn](C)(C)C)F 5,6-difluoro-4,7-bis(5-trimethylstannyl-thienyl)-benzoxadiazole